FC1CNCCN1C 3-fluoro-4-methylpiperazin